(2R,3S,4R,5R)-2-((1R)-hydroxy(7-methylbicyclo[4.2.0]octa-1(6),2,4-trien-3-yl)methyl)-5-(4-methyl-7H-pyrrolo[2,3-d]pyrimidin-7-yl)tetrahydrofuran-3,4-diol O[C@@H]([C@H]1O[C@H]([C@@H]([C@@H]1O)O)N1C=CC2=C1N=CN=C2C)C2=CC=1CC(C1C=C2)C